BrC1=C(C=CC=C1)N1N=C(C=C1C1=CC(=CC=C1)OCC(C)(C)C)COC(C(=O)OC)(C)C Methyl 2-([1-(2-bromophenyl)-5-[3-(2,2-dimethyl-propoxy)phenyl]-1H-pyrazol-3-yl]methoxy)-2-methylpropanoate